BrC1=C(C(=C(C(=C1OC)OC)OC)C)CCCCCCCCCCBr 1-bromo-2-(10-bromodecyl)-4,5,6-trimethoxy-3-methyl-benzene